4-Bromo-1-methyl-5-(trifluoromethyl)pyrazole 2-methylbutylcarbamate CC(CNC(O)=O)CC.BrC=1C=NN(C1C(F)(F)F)C